6-(4-(tert-butoxycarbonyl)piperazin-1-yl)nicotinic acid C(C)(C)(C)OC(=O)N1CCN(CC1)C1=NC=C(C(=O)O)C=C1